3,4-dihydro-2H-quinoline N1CCCC2=CC=CC=C12